(4R,5S,7R,8R,9S,10R)-7-(hydroxymethyl)-4-((Z)-((2-hydroxynaphthalen-1-yl)methylene)amino)-9-(4-(3,4,5-trifluorophenyl)-1H-1,2,3-triazol-1-yl)-1,6-dioxaspiro[4.5]decan-8,10-diol OC[C@H]1O[C@@]2([C@@H](CCO2)\N=C/C2=C(C=CC3=CC=CC=C23)O)[C@@H]([C@H]([C@H]1O)N1N=NC(=C1)C1=CC(=C(C(=C1)F)F)F)O